ethyl (R,E)-4-(2-((tert-butoxycarbonyl)amino)-2-(4-(2-methoxyquinolin-3-yl)-1-((2-(trimethylsilyl)ethoxy)methyl)-1H-imidazol-2-yl)ethoxy)but-2-enoate C(C)(C)(C)OC(=O)N[C@@H](COC/C=C/C(=O)OCC)C=1N(C=C(N1)C=1C(=NC2=CC=CC=C2C1)OC)COCC[Si](C)(C)C